5-(4-(6-((4-cyano-2-fluorobenzyl)oxy)pyridin-2-yl)piperidin-1-yl)-1,2,4,5-tetrahydrobenzo[4,5]imidazo[1,2-d][1,4]oxazepine-9-carboxylic acid C(#N)C1=CC(=C(COC2=CC=CC(=N2)C2CCN(CC2)C2C=3N(CCOC2)C2=C(N3)C=CC(=C2)C(=O)O)C=C1)F